N1C(=CC=2C=NC=CC21)[C@@H](C)NC(=O)[C@@H]2C[Si](CN2C(CNC(=O)C=2C=CC=1SC3=CC=CC=C3OC1C2)=O)(C)C (R)-N-((R)-1-(1H-pyrrolo[3,2-c]pyridin-2-yl)ethyl)-3,3-dimethyl-1-((phenoxathiine-3-carbonyl)glycyl)-1,3-azasilolidine-5-carboxamide